(S)-N-(Benzo[d]thiazol-5-ylmethyl)-N-((1S,3S,6S)-bicyclo[4.1.0]heptan-3-yl)-1-((R)-3-fluoro-N,4-dimethylphenylsulfonimidoyl)pyrrolidine-2-carboxamide S1C=NC2=C1C=CC(=C2)CN(C(=O)[C@H]2N(CCC2)[S@](=O)(=NC)C2=CC(=C(C=C2)C)F)[C@@H]2C[C@@H]1C[C@@H]1CC2